(2S)-2-amino-1,4-dimercaptobutane N[C@H](CS)CCS